BrC=1C=2N(C=C(C1)C=1C=NN(C1C)C1CCN(CC1)C(=O)OC(C)(C)C)N=CC2C#N t-Butyl 4-[4-(4-bromo-3-cyano-pyrazolo[1,5-a]pyridin-6-yl)-5-methyl-pyrazol-1-yl]piperidine-1-carboxylate